F[C@H]1C[C@H](N2N=C(C=C21)S(=O)(=O)CC#N)C2=CC=CC=C2 2-(((4S,6S)-4-fluoro-6-phenyl-5,6-dihydro-4H-pyrrolo[1,2-b]pyrazol-2-yl)sulfonyl)acetonitrile